(S)-1-(2-(2-chlorophenyl)-2-hydroxyethyl)-3-hydroxy-2-methylpyridin-4(1H)-one ClC1=C(C=CC=C1)[C@@H](CN1C(=C(C(C=C1)=O)O)C)O